OC(CCC(=O)[O-])C(C(C(C=O)CC(=O)[O-])CC(=O)[O-])CC(=O)[O-] 2-hydroxy-6-oxohexane-1,3,4,5-tetrayltetraacetate